3-{6-[4-(hydroxymethyl)piperidin-1-yl]-1-oxoisoquinolin-2-yl}piperidine-2,6-dione OCC1CCN(CC1)C=1C=C2C=CN(C(C2=CC1)=O)C1C(NC(CC1)=O)=O